stearoyl-spermin C(CCCCCCCCCCCCCCCCC)(=O)NCCCNCCCCNCCCN